3-(2-(4-(4-(2-morpholinoethoxy)phenyl)piperazin-1-yl)ethyl)thiazolo[5,4-e][1,2,4]triazolo[1,5-c]pyrimidin-2(3H)-one O1CCN(CC1)CCOC1=CC=C(C=C1)N1CCN(CC1)CCN1C(SC=2C=3N(C=NC21)N=CN3)=O